(1-((3-(piperazin-1-yl)phenyl)sulfonyl)piperidin-4-yl)carbamic acid tert-butyl ester C(C)(C)(C)OC(NC1CCN(CC1)S(=O)(=O)C1=CC(=CC=C1)N1CCNCC1)=O